CC1(OCC(O1)C)C 2,2,4-trimethyl-1,3-dioxolane